OC([C@H](C)NC(=O)C=1C(N(N=C(C1)C1=CC=C(C=C1)C(F)(F)F)C=1C=NN(C1)C)=O)(C)C N-[(2S)-3-Hydroxy-3-methylbutan-2-yl]-2-(1-methyl-1H-pyrazol-4-yl)-3-oxo-6-[4-(trifluoromethyl)phenyl]-2,3-dihydropyridazine-4-carboxamide